2-(4-(bromomethyl)-2-fluoro-6-methoxyphenyl)-1-ethyl-4-(trifluoromethyl)-1H-imidazole BrCC1=CC(=C(C(=C1)OC)C=1N(C=C(N1)C(F)(F)F)CC)F